C(#N)N1[C@H]2[C@@H](C[C@@H]1CC2)NC(=O)[C@@H]2CN(CC2)C2=CC(=C(C=C2)Cl)Cl (3S)-N-((1R,2R,4S)-7-cyano-7-azabicyclo[2.2.1]heptan-2-yl)-1-(3,4-dichlorophenyl)-3-pyrrolidinecarboxamide